(3S,4S)-1-[4-({8-[(2R,3S)-3-(methanesulfonylmeth-yl)-2-methylazetidin-1-yl]-5-(propan-2-yl)-2,6-naphthyridin-3-yl}amino)pyrimidin-2-yl]-4-methoxypiperidin-3-ol CS(=O)(=O)C[C@@H]1[C@H](N(C1)C=1C=NC(=C2C=C(N=CC12)NC1=NC(=NC=C1)N1C[C@@H]([C@H](CC1)OC)O)C(C)C)C